[Cu]=S Copper-sulfide